1-(4-(4-((1-(2-(4-(4-amino-3-(4-phenoxyphenyl)-1H-pyrazolo[3,4-d]pyrimidin-1-yl)piperidin-1-yl)ethyl)piperidin-4-yl)methyl)piperazin-1-yl)phenyl)dihydropyrimidine-2,4(1H,3H)-dione NC1=C2C(=NC=N1)N(N=C2C2=CC=C(C=C2)OC2=CC=CC=C2)C2CCN(CC2)CCN2CCC(CC2)CN2CCN(CC2)C2=CC=C(C=C2)N2C(NC(CC2)=O)=O